t-butyl [4-bromo-2-(trifluoromethyl)phenoxy]acetate BrC1=CC(=C(OCC(=O)OC(C)(C)C)C=C1)C(F)(F)F